2-Methoxy-N-phenethyl-1H-imidazole-1-carboxamide COC=1N(C=CN1)C(=O)NCCC1=CC=CC=C1